BrC=1C=C(C=CC1F)N1C(=NOC1=O)C=1C(=NON1)NOCCNS(=O)(=O)C (2-(((4-(4-(3-bromo-4-fluorophenyl)-5-oxo-4,5-dihydro-1,2,4-oxadiazol-3-yl)-1,2,5-oxadiazol-3-yl)amino)oxy)ethyl)methylsulfonamide